2-(3-{1-[(3S)-2-azabicyclo[2.2.2]octane-3-carbonyl]piperidin-3-yl}-1H-pyrrolo[2,3-c]pyridin-1-yl)-5-fluoro-N-methyl-N-(propan-2-yl)benzamide C12N[C@@H](C(CC1)CC2)C(=O)N2CC(CCC2)C2=CN(C1=CN=CC=C12)C1=C(C(=O)N(C(C)C)C)C=C(C=C1)F